[Fe].CC1=C(C(=CC=C1)C)N=C(CCCCCC)C1=NC(=CC=C1)C(CCCCCC)=NC1=C(C=CC=C1C)C [2,6-Bis(1-(2,6-dimethylphenylimino)heptyl)pyridine] iron